NC1=C2N(C(N(C2=NC(=N1)NC1=C(C=C(C=C1)S(=O)(=O)C)F)C1CCCC1)=O)C1=C2C=NNC2=CC=C1 6-Amino-9-cyclopentyl-2-{[2-fluoro-4-(methylsulfonyl)phenyl]amino}-7-(1H-indazol-4-yl)-7,9-dihydro-8H-purin-8-on